C1(CC1)C=1C=NN(C1)C1=CC=C(C=N1)S(=O)(=O)NC=1C(=CC=C2C=NN(C12)C([2H])([2H])[2H])OC 6-(4-cyclopropylpyrazol-1-yl)-N-[6-methoxy-1-(2H3)methylindazol-7-yl]pyridine-3-sulfonamide